ClC=1C(=C2C(C(NC(C2=CN1)=O)=O)C)F 6-chloro-5-fluoro-4-methyl-4H-2,7-naphthyridine-1,3-dione